C(#N)C=1C=CC(=NC1C)N[C@@H]1CN(CC1)C(=O)OC(C)(C)C tert-butyl (3S)-3-[(5-cyano-6-methylpyridin-2-yl)amino]pyrrolidine-1-carboxylate